C(CCC)[Sn](C1=NC=2CCNC(C2C=C1)=O)(CCCC)CCCC 2-(tributylstannyl)-7,8-dihydro-6H-1,6-naphthyridin-5-one